FC(S(=O)(=O)OC1N(CC=CC1)C(=O)[O-])(F)F ((trifluoromethyl)sulfonyloxy)-3,6-dihydropyridine-1(2H)-carboxylate